Methyl 4-((1H-pyrazol-1-yl)methyl)-3-cyanobenzoate N1(N=CC=C1)CC1=C(C=C(C(=O)OC)C=C1)C#N